ClC1=C(COCC(=C)ON2CC=CC=C2)C=CC=C1 1-((3-((2-chlorobenzyl)oxy)prop-1-en-2-yl)oxy)pyridin